COCOCC\C=C/CC[Li] (3Z)-6-(methoxymethoxy)-3-hexenyl-lithium